Cl.N[C@@](CNC(C)=O)(CCCC)C (R)-N-(2-amino-2-methylhexyl)acetamide hydrochloride